NCC1=C(C=CC=C1)N1N=C(C=C1)NC(C)=O N-{1-[2-(aminomethyl)phenyl]pyrazol-3-yl}acetamide